6-(benzyloxy)-2-chloro-7-(4-((triisopropylsilyl)oxy)benzyl)-7H-purine C(C1=CC=CC=C1)OC1=C2N(C=NC2=NC(=N1)Cl)CC1=CC=C(C=C1)O[Si](C(C)C)(C(C)C)C(C)C